5-(trifluoromethyl)pyridine-3-carboxylic acid hydrazide FC(C=1C=C(C=NC1)C(=O)NN)(F)F